NC=1N=C(C2=C(N1)CN(C2)C(=O)OCC(C)(F)F)C2=C(C=C(C=C2OCC[C@@](CN2N=CN=C2)(O)C2=C(C=C(C=C2)F)F)Cl)Cl 2,2-difluoropropyl 2-amino-4-(2,4-dichloro-6-((R)-3-(2,4-difluorophenyl)-3-hydroxy-4-(1H-1,2,4-triazol-1-yl)butoxy)phenyl)-5,7-dihydro-6H-pyrrolo[3,4-d]pyrimidine-6-carboxylate